2-fluoromethylpyridine-5-boronic acid pinacol ester FCC1=NC=C(C=C1)B1OC(C)(C)C(C)(C)O1